C(CCC)\C(=C/C(=O)OCCCCCCCCCCCBr)\CCCCCC 11-bromoundecyl (E)-3-butylnon-2-enoate